C(=O)(OC(C)(C)C)N1CCC(=CC1)B1OC(C(O1)(C)C)(C)C 1-N-Boc-4-(4,4,5,5-tetramethyl-[1,3,2]dioxaborolan-2-yl)-3,6-dihydro-2H-pyridine